1-((1R,4R,5S)-3-(azidomethyl)-4,5-dihydroxycyclopent-2-en-1-yl)pyrimidine-2,4(1H,3H)-dione N(=[N+]=[N-])CC1=C[C@H]([C@@H]([C@@H]1O)O)N1C(NC(C=C1)=O)=O